2-{[7-amino-4-(1-methyl-1H-indazol-6-yl)-1-oxo-2,3-dihydro-1H-isoindol-2-yl]methyl}-3-methoxypropanenitrile NC=1C=CC(=C2CN(C(C12)=O)CC(C#N)COC)C1=CC=C2C=NN(C2=C1)C